COC(=O)C=1SC=C(C1F)B1OC(C(O1)(C)C)(C)C 3-fluoro-4-(4,4,5,5-tetramethyl-1,3,2-dioxaborolan-2-yl)thiophene-2-carboxylic acid methyl ester